1-(4-chloro-3-nitrophenyl)-3-(4-cyano-3-methoxyphenyl)urea ClC1=C(C=C(C=C1)NC(=O)NC1=CC(=C(C=C1)C#N)OC)[N+](=O)[O-]